2-tert-butyl-5-(2-phenyl-imidazole-1-yl)-pyrimidine-d C(C)(C)(C)C1=NC=C(C(=N1)[2H])N1C(=NC=C1)C1=CC=CC=C1